(R,Z)-1-(4-(4-((1-(3-(difluoromethyl)-2-fluorophenyl)ethyl)imino)-1,2-dimethyl-4,5,6,7-tetrahydro-1H-pyrrolo[3,4-d]pyrimidine-6-carbonyl)-4-fluoropiperidin-1-yl)ethan-1-one FC(C=1C(=C(C=CC1)[C@@H](C)\N=C/1\C2=C(N(C(=N1)C)C)CN(C2)C(=O)C2(CCN(CC2)C(C)=O)F)F)F